ClC1=C(OCC2C3CN(CC2CC3)C(=O)N3C[C@H]2[C@H](OCC(N2)=O)CC3)C=CC(=C1)F (4aS,8aR)-6-[8-[(2-chloro-4-fluoro-phenoxy)methyl]-3-azabicyclo[3.2.1]octane-3-carbonyl]-4,4a,5,7,8,8a-hexahydropyrido[4,3-b][1,4]oxazin-3-one